COC(=O)C=1OC=CN2C1N=CC2 Imidazo[2,1-c][1,4]Oxazine-8-carboxylic acid methyl ester